BrC1=CC=C(C=C1)C#CC1=CC=C(C=C1)C1=CC(=NO1)CO (5-(4-((4-bromophenyl)ethynyl)phenyl)isoOxazol-3-yl)methanol